C(C1=CC=CC=C1)OC1=CC=C(C=C1)C(C)N 1-(4-(benzyloxy)phenyl)ethan-1-amine